N1=CC=C(C=C1)C1=NC2=CC=CC=C2C(=N1)N (pyridin-4-yl)quinazolin-4-amine